N-((1R,3R)-3-(3-chloro-4-cyanophenoxy)-2,2,4,4-tetramethylcyclobutyl)-4-((R)-pyrrolidin-3-yloxy)benzamide trifluoroacetate FC(C(=O)O)(F)F.ClC=1C=C(OC2C(C(C2(C)C)NC(C2=CC=C(C=C2)O[C@H]2CNCC2)=O)(C)C)C=CC1C#N